3-(hydroxymethylene)-4-oxopiperidine-1-carboxylic acid tert-butyl ester C(C)(C)(C)OC(=O)N1CC(C(CC1)=O)=CO